7-Nitro-1,2,3,4-tetrahydroisoquinolin-6-ol [N+](=O)([O-])C1=C(C=C2CCNCC2=C1)O